COC=1C=C(C(=CC1)C1=CC=C(C=C1)C1=CC=C(C=C1)OCCCCC)O 4-methoxy-4''-(pentyloxy)[1,1':4',1''-terphenyl]-2-ol